(+)-(7aS,9S,11aS)-9-hydroxy-2,6-bis(methoxymethoxy)-3-(4-(methoxymethoxy)phenyl)-8,8,11a-trimethyl-7a,8,9,10,11,11a-hexahydro-1H,7H-pyrano[2,3-c]xanthen-1-one O[C@H]1CC[C@@]2(OC=3C4=C(C=C(C3C[C@H]2C1(C)C)OCOC)OC(=C(C4=O)OCOC)C4=CC=C(C=C4)OCOC)C